CN1N=NC(=C1CO)C=1N=NC(=CC1)C(F)(F)F (1-methyl-4-(6-(trifluoromethyl)pyridazin-3-yl)-1H-1,2,3-triazol-5-yl)methanol